N-methyl-N-nitroso-p-toluenesulfonamide CC1=CC=C(C=C1)S(=O)(=O)N(C)N=O